C(C)(C)(C)OC(=O)NC1CCC(CC1)OS(=O)(=O)C methanesulfonic acid [4-(t-butoxycarbonylamino) cyclohexyl] ester